(benzo[d][1,3]dioxole-5-carbonyl)-L-isoleucine O1COC2=C1C=CC(=C2)C(=O)N[C@@H]([C@@H](C)CC)C(=O)O